3-(4-fluoro-1-((6-(methylsulfonyl)pyridin-3-yl)methyl)-benzimidazol-2-yl)-4-methyl-1,2,5-oxadiazole FC1=CC=CC=2N(C(=NC21)C2=NON=C2C)CC=2C=NC(=CC2)S(=O)(=O)C